γ-methacryloxypropyldiethoxymethoxysilane C(C(=C)C)(=O)OCCC[SiH2]OC(OCC)OCC